2-morpholinoethyl-6-(1H-pyrazol-4-yl)-1,5-naphthyridine-3-carboxamide O1CCN(CC1)CCC1=NC2=CC=C(N=C2C=C1C(=O)N)C=1C=NNC1